C(CC)NC(=S)N/N=C(\C)/C1=NC=CC=C1 (E)-N-propyl-2-(1-(pyridine-2-yl)ethylidene)hydrazine-1-carbothioamide